C(CCCCCCCCCCCCCCC(C)C)OC(CCSCCC(=O)OCCCCCCCCCCCCCCCC(C)C)=O.S(CCC(=O)OCCCCCCCCCCCCCCCCCCCCCC(C)C)CCC(=O)OCCCCCCCCCCCCCCCCCCCCCC(C)C diisotetracosyl thiodipropionate diisostearyl-thiodipropionate